CC(C(=O)O)(C(C=1OC2=C(C1)C(=CC(=C2)C)C2=CC(=CC=C2)C(=O)N2CCOCC2)C2=C(C=1N(C=C2)C(=NN1)C(F)(F)F)C)C 2,2-dimethyl-3-(8-methyl-3-(trifluoromethyl)-[1,2,4]triazolo[4,3-a]pyridin-7-yl)-3-(6-methyl-4-(3-(morpholine-4-carbonyl)phenyl)benzofuran-2-yl)propanoic acid